2-(1H-imidazol-1-yl)-N-(2-methylpiperidin-1-yl)isonicotinamide N1(C=NC=C1)C=1C=C(C(=O)NN2C(CCCC2)C)C=CN1